C(C)OC(CC(C)OC(CCC(=O)OC(C)CC(=O)OCC)=O)=O di-(4-ethoxy-4-oxobutan-2-yl)-succinate